5-Cyclopropylthiazolo[5',4':4,5]Pyrrolo[1,2-d][1,2,4]Triazin-8(7H)-one C1(CC1)C1=NNC(C=2N1C1=C(C2)SC=N1)=O